(3S,4R)-4-((5-fluoro-7-(4-methyl-5-(1,1,1-trifluoropropan-2-yl)pyridin-2-yl)pyrrolo[2,1-f][1,2,4]triazin-2-yl)amino)tetrahydro-2H-pyran-3-ol FC=1C=C(N2N=C(N=CC21)N[C@H]2[C@@H](COCC2)O)C2=NC=C(C(=C2)C)C(C(F)(F)F)C